[Na].C[Si](C(C(C(=O)O)([2H])[2H])([2H])[2H])(C)C 3-(trimethylsilyl)propionic acid-d4 sodium